ClC1=CC(=C(N=N1)C(=O)OC)OC methyl 6-chloro-4-methoxypyridazine-3-carboxylate